Dimethyl thiodiglycolate C(COCC(=O)OC)(=S)OC